N1=NC=C(C=C1)C=1SC=C(N1)C(=O)O 2-(pyridazine-4-yl)thiazole-4-carboxylic acid